C1(CC1)C1=CC(=CC(=N1)NC(C=1C(N(C=C(C1)CN[C@@H](COC)C)C1CC1)=O)=O)C1=C(C=C(C=C1)F)C1=NN=CN1C N-{6-cyclopropyl-4-[4-fluoro-2-(4-methyl-4H-1,2,4-triazol-3-yl)phenyl]-2-pyridyl}-5-{[(R)-2-methoxy-1-methylethylamino]methyl}-1-cyclopropyl-2-oxo-1,2-dihydronicotinamide